3-(2-chloro-4-(((2s,5r)-5-isopropyl-3,6-dimethoxy-2,5-dihydropyrazin-2-yl)methyl)phenyl)-1,5,6-trimethylpyrazin-2(1H)-one ClC1=C(C=CC(=C1)C[C@@H]1N=C([C@H](N=C1OC)C(C)C)OC)C=1C(N(C(=C(N1)C)C)C)=O